N-((4-(aminomethyl)cuban-1-yl)methyl)-6-((2S,6R)-2,6-dimethylmorpholino)-2-methylpyridin-3-amine NCC12C3C4C5(C(C14)C2C53)CNC=5C(=NC(=CC5)N5C[C@@H](O[C@@H](C5)C)C)C